N1([C@@H](CCC1)C(=O)OC)C(=O)OC(C)(C)C 1-(tert-butyl) 2-methyl (S)-pyrrolidine-1,2-dicarboxylate